ClC1=CC2=C(OC(C2)(C)C)C(=C1)NC(=O)C=1C(=NN(C1)C)C(F)F N-(5-chloro-2,2-dimethyl-2,3-dihydrobenzo[b]furan-7-yl)-3-difluoromethyl-1-methyl-1H-pyrazole-4-carboxamide